naphthalenebenzyl bromide C1(=CC=CC2=CC=CC=C12)C1=CC=CC=C1CBr